tert-butyl 2-(3-(3-ethoxy-3-oxopropyl) benzyl)-1H-pyrrole-1-carboxylate C(C)OC(CCC=1C=C(CC=2N(C=CC2)C(=O)OC(C)(C)C)C=CC1)=O